ClC=1C=CC=2N(N1)C(=NN2)C 6-chloro-3-methyl-[1,2,4]triazolo[4,3-b]pyridazine